tert-Butyl 4-((4-cyanopyrimidin-2-yl)amino)piperidine-1-carboxylate C(#N)C1=NC(=NC=C1)NC1CCN(CC1)C(=O)OC(C)(C)C